(R)-benzyl 2-(1-((2,2-dimethyl-1,3-dioxolan-4-yl) methyl)-6-fluoro-5-nitro-1H-indol-2-yl)-2-methylpropionate CC1(OC[C@H](O1)CN1C(=CC2=CC(=C(C=C12)F)[N+](=O)[O-])C(C(=O)OCC1=CC=CC=C1)(C)C)C